ClC=1C=C(C=C(C1)Cl)C1=CC(=CC(=C1)OCOC)CN1CCOCC1 4-((3',5'-dichloro-5-(methoxymethoxy)-[1,1'-biphenyl]-3-yl)methyl)morpholine